4-[3-(trifluoromethyl)-3H-diazin-3-yl]benzyl bromide FC(C1(NN=CC=C1)C1=CC=C(CBr)C=C1)(F)F